C1(CC1)C1(CN(C1)C(CN1C(C2=C(C=C1)SC=C2C=2C=NC(=C(C2)Cl)Cl)=O)=O)F 5-(2-(3-cyclopropyl-3-fluoroazetidin-1-yl)-2-oxoethyl)-3-(5,6-dichloropyridin-3-yl)thieno[3,2-c]pyridin-4(5H)-one